COCC1=NN(C=C1N)COCC[Si](C)(C)C 3-(methoxymethyl)-1-((2-(trimethylsilyl)ethoxy)methyl)-1H-pyrazol-4-amine